C(C)(C)(C)C=1C=C(N)C=CC1 m-tert-butyl-aniline